[Y+3].CSC=1N=C(C=2N=CN([C@H]3[C@H](O)[C@H](O)[C@@H](CO)O3)C2N1)N(C(NC([C@@H](N)[C@H](O)C)=O)=O)C 2-methylthio-N6-methyl-N6-threonylcarbamoyl-adenosine yttrium (III)